8-(trifluoromethyl)-5,6-dihydro-4H-[1,2,4]triazolo[4,3-a][1]benzazepin-5-amine hydrochloride Cl.FC(C=1C=CC2=C(CC(CC=3N2C=NN3)N)C1)(F)F